C(C=C)OC1(CC1)C(=O)OC methyl 1-(allyloxy)cyclopropane-1-carboxylate